C1=CC(=CC=C1C(=O)O)N=NC2=CC=C(C=C2)C(=O)O Azobenzene-4,4-dicarboxylic acid